OC1(CCC(CC1)N1CCC(CC1)C(=O)N)C(F)(F)F ((1r,4R)-4-hydroxy-4-(trifluoromethyl)cyclohexyl)piperidine-4-carboxamide